β-L-arabinofuranose Disodium [Na].[Na].O[C@@H]1[C@H](O)[C@@H](O)[C@@H](O1)CO